ClC=1C=C2C(C(=CN(C2=CC1N1[C@H](C[C@@H](C1)F)COC1=NC=CC=C1Cl)C1=NC=CN=C1)C(=O)O)=O 6-chloro-7-[(2R,4S)-2-{[(3-chloropyridin-2-yl)oxy]methyl}-4-fluoropyrrolidin-1-yl]-4-oxo-1-(pyrazin-2-yl)-1,4-dihydroquinoline-3-carboxylic acid